(3S)-3-((S)-sec-butyl)-N-methyl-N-(1-methylpyrrolidin-3-yl)-2-oxo-1,2,3,5-tetrahydro-4H-benzo[e][1,4]diazepine-4-carboxamide [C@H](C)(CC)[C@@H]1N(CC2=C(NC1=O)C=CC=C2)C(=O)N(C2CN(CC2)C)C